C1(CC1)C=1C=C(C=C(C1)OC(C)C)N1N=CC(=C1)CNC1=C2C(N(C(C2=CC=C1)=O)C1C(NC(CC1)=O)=O)=O 4-(((1-(3-cyclopropyl-5-isopropoxyphenyl)-1H-pyrazol-4-yl)methyl)amino)-2-(2,6-dioxopiperidin-3-yl)isoindoline-1,3-dione